4-((2-(2-(indolin-1-yl)ethoxy)ethoxy)methyl)-N,N-bis(3-methoxybenzyl)thiazol-2-amine N1(CCC2=CC=CC=C12)CCOCCOCC=1N=C(SC1)N(CC1=CC(=CC=C1)OC)CC1=CC(=CC=C1)OC